2-chloro-9-((1r,4r)-4-hydroxy-1-methylcyclohexyl)-7-methyl-7,9-dihydro-8H-purin-8-one ClC1=NC=C2N(C(N(C2=N1)C1(CCC(CC1)O)C)=O)C